C(C)(C)(C)OC(=O)N1[C@H](C[C@@H](CC1)O)C(F)(F)F trans-4-hydroxy-2-(trifluoromethyl)piperidine-1-carboxylic acid tert-butyl ester